C(#N)CN1C=NC(=C1)C(=O)OC(C)(C)C tert-butyl 1-(cyanomethyl)imidazole-4-carboxylate